8-(3-aminophenyl)-6-cyclopropyl-4-[(2-fluoro-4-iodophenyl)amino]pyridazino[4,5-e][1,3]oxazine-2,5-dione NC=1C=C(C=CC1)C1=NN(C(C=2C(=NC(OC21)=O)NC2=C(C=C(C=C2)I)F)=O)C2CC2